BrC=1C=C2C(=C(C(N(C2=CC1)C)=O)C#N)N1CCC(CC1)C=1OC(=NN1)C1=CC(=CC=C1)C 6-Bromo-1-methyl-4-{4-[5-(3-methylphenyl)-1,3,4-oxadiazol-2-yl]piperidin-1-yl}-2-oxo-1,2-dihydroquinoline-3-carbonitrile